2-((7-Bromonaphthalen-2-yl)oxy)-N-(cyclohex-2-en-1-yl)acetamide BrC1=CC=C2C=CC(=CC2=C1)OCC(=O)NC1C=CCCC1